COC1=CC=C(C=C1)C1=NC(=NC(=N1)C1=C(C=C(C=C1)OCC(CCCC)CC)O)C1=C(C=C(C=C1)OCC(CCCC)CC)O 2,2'-(6-(4-methoxyphenyl)-1,3,5-triazine-2,4-diyl)-bis(5-((2-ethylhexyl)-oxy)-phenol)